ClC1=C(C(=CC2=C1C1=C(C(N(C1)CCC(=O)O)=O)S2)OC)OC 3-(8-chloro-6,7-dimethoxy-3-oxo-1,3-dihydro-2H-benzo[4,5]thieno[2,3-c]pyrrol-2-yl)propanoic acid